1,4-disilylcyclohexane [SiH3]C1CCC(CC1)[SiH3]